NC1=NC(=CC(=N1)N1CCC2(C[C@H](NC2)C(=O)OCC)CC1)O[C@@H](C(F)(F)F)C1=C(C=C(C=C1)Cl)N1C(CCC1)=O (S)-ethyl 8-(2-amino-6-((R)-1-(4-chloro-2-(2-oxopyrrolidin-1-yl)phenyl)-2,2,2-trifluoroethoxy)pyrimidin-4-yl)-2,8-diazaspiro[4.5]decane-3-carboxylate